9-(3-(4H-1,2,4-triazol-3-yl)propyl)-7-methoxy-1-methyl-9H-pyrido[3,4-b]indole N=1N=C(NC1)CCCN1C2=C(C3=CC=C(C=C13)OC)C=CN=C2C